3-(5-(1-((1-ethyl-1H-pyrazol-3-yl)methyl)piperidin-4-yl)-1-oxoisoindolin-2-yl)piperidine-2,6-dione C(C)N1N=C(C=C1)CN1CCC(CC1)C=1C=C2CN(C(C2=CC1)=O)C1C(NC(CC1)=O)=O